C(C(=C)CCC[C@@H](C)[C@H]1CC[C@H]2[C@@H]3CCC4CCCC[C@]4(C)[C@H]3CC[C@]12C)(=O)O cholestenic acid